2-[6-(1,4-Diazepan-1-yl)pyridin-2-yl]-1H-indole N1(CCNCCC1)C1=CC=CC(=N1)C=1NC2=CC=CC=C2C1